C1(CCCC1)NC1=C(C=C(C#N)C=C1)[N+](=O)[O-] 4-(cyclopentylamino)-3-nitrobenzonitrile